tert-butyl 3-((2-(1-(4-methoxybenzyl)-2,6-dioxopiperidin-3-yl)-1-oxoisoindolin-5-yl)oxy)-4-(trifluoromethyl)pyrrolidine-1-carboxylate COC1=CC=C(CN2C(C(CCC2=O)N2C(C3=CC=C(C=C3C2)OC2CN(CC2C(F)(F)F)C(=O)OC(C)(C)C)=O)=O)C=C1